N-ethyldecane-1,10-diamine C(C)NCCCCCCCCCCN